ClC=1C(=C(C(=CC1N1CC(CC1)(OC)CN1CC(CC1)(C)C)F)S(=O)(=O)NC1=NC(=CC=C1)F)F 3-chloro-4-(3-((3,3-dimethylpyrrolidin-1-yl)methyl)-3-methoxypyrrolidin-1-yl)-2,6-difluoro-N-(6-fluoropyridin-2-yl)benzenesulfonamide